7-(2-(3,8-diazabicyclo[3.2.1]oct-3-yl)-1,1-difluoro-2-oxoethoxy)-4-(2-chloro-4-fluorophenyl)-2H-chromen-2-one C12CN(CC(CC1)N2)C(C(OC2=CC=C1C(=CC(OC1=C2)=O)C2=C(C=C(C=C2)F)Cl)(F)F)=O